O=C1N(C(C2=CC=CC=C12)=O)C(C(=O)N)C(C)C 2-(1,3-dioxoisoindolin-2-yl)-3-methylbutanamide